FC=1C(=C(C=CC1)N1C(SC=C1C=1C=C(C(=O)NCCCCC2=CC=CC=C2)C=CC1)=O)OC 3-(3-(3-fluoro-2-methoxyphenyl)-4-thiazolinonyl)-N-(4-phenylbutyl)benzamide